ethyl 3-((4-fluorophenyl) amino)-3-oxopropionate FC1=CC=C(C=C1)NC(CC(=O)OCC)=O